COC1=CC(=NC=C1NCC#C)C(=O)NC 4-methoxy-N-methyl-5-(prop-2-yn-1-ylamino)picolinamide